sodium tetrasulfanate S(SSS)(=O)[O-].[Na+]